N-(4-(2-Amino-3-iodopyridin-4-yloxy)-3-fluorophenyl)-2-(4-fluorophenyl)-3-oxo-2,3-dihydropyridazine-4-carboxamide NC1=NC=CC(=C1I)OC1=C(C=C(C=C1)NC(=O)C=1C(N(N=CC1)C1=CC=C(C=C1)F)=O)F